C(C1=CC=CC=C1)OC1=CC(=C(C(=O)N2[C@@H](CC(C2)=C)C(=O)OC)C=C1OC)[N+](=O)[O-] (S)-methyl 1-(4-(benzyloxy)-5-methoxy-2-nitrobenzoyl)-4-methylenepyrrolidine-2-carboxylate